O1C=CC2=C1C=CC(=C2)/C=C/C(=O)C2=C(C=C(C=C2CC2OC(C(C(C2O)O)O)CO)OC)O (E)-3-(1-Benzofuran-5-yl)-1-[2-hydroxy-4-methoxy-6-[[3,4,5-trihydroxy-6-(hydroxymethyl)oxan-2-yl]methyl]phenyl]prop-2-en-1-one